4-[[2-[3-[1,3-benzodioxol-5-yl(methyl)carbamoyl]phenyl]-4-chloro-5-methyl-pyrazol-3-yl]methoxy]benzoic acid O1COC2=C1C=CC(=C2)N(C(=O)C=2C=C(C=CC2)N2N=C(C(=C2COC2=CC=C(C(=O)O)C=C2)Cl)C)C